N[C@H](C(=O)N1[C@@H](C[C@H](C1)O)C(=O)NCCC1=CC=C(C=C1)C1=C(N=CS1)C)C(C)(C)C (2S,4R)-1-[(2S)-2-amino-3,3-dimethylbutanoyl]-4-hydroxy-N-{[4-(4-methyl-1,3-thiazol-5-yl)phenyl]ethyl}pyrrolidine-2-carboxamide